BrC(C(=O)N[C@@H](C)C(=O)O)Br (2,2-Dibromoacetyl)-L-alanine